9,9',9'',9'''-(5-cyano-6-(2,6-dimethylpyridin-3-yl)benzene-1,2,3,4-tetrayl)tetrakis(9H-carbazole-3-carbonitrile) C(#N)C=1C(=C(C(=C(C1C=1C(=NC(=CC1)C)C)N1C2=CC=CC=C2C=2C=C(C=CC12)C#N)N1C2=CC=CC=C2C=2C=C(C=CC12)C#N)N1C2=CC=CC=C2C=2C=C(C=CC12)C#N)N1C2=CC=CC=C2C=2C=C(C=CC12)C#N